ClC1=C(C(=O)NC2(CCN(CC2)C2=NC=C(N=C2)C=2C=3N(C=C(C2)OCC)N=CC3C#N)C)C(=CC=C1)C 2-chloro-N-(1-(5-(3-cyano-6-ethoxypyrazolo[1,5-a]pyridin-4-yl)pyrazin-2-yl)-4-methylpiperidin-4-yl)-6-methylbenzamide